ClC1=C(C(=CC=2C(=CCCC12)C=1C=NC(=NC1)NCCO)C#N)OCCCl 4-chloro-3-(2-chloroethoxy)-8-(2-((2-hydroxyethyl)amino)pyrimidin-5-yl)-5,6-dihydronaphthalene-2-carbonitrile